O=S1(CCN(CC1)NC1=C(C=C(C=C1)S(=O)(=O)NC(C1=C(C=CC=C1)OC=1C=C2C(=NC1)NC=C2)=O)[N+](=O)[O-])=O N-({4-[(1,1-dioxidothiomorpholin-4-yl)amino]-3-nitrophenyl}sulfonyl)-2-(1H-pyrrolo[2,3-b]pyridin-5-yloxy)benzamide